Methyl (S)-3-(8-bromoquinolin-5-yl)-2-(2,6-difluoro-4-((4-(2-fluoropyridin-4-yl)phenyl)sulfonamido)benzamido)propanoate BrC=1C=CC(=C2C=CC=NC12)C[C@@H](C(=O)OC)NC(C1=C(C=C(C=C1F)NS(=O)(=O)C1=CC=C(C=C1)C1=CC(=NC=C1)F)F)=O